C(C1=CC=CC=C1)C=1C(NC(NC1)=O)=O benzyl-uracil